dibutyl-tin bis(isooctylthioacetate) C(CCCCC(C)C)CC(=S)[O-].C(CCCCC(C)C)CC(=S)[O-].C(CCC)[Sn+2]CCCC